O1COC2=C1C=CC=C2C[C@@H](CNC(=O)N2CC1=C(CC2)SC=C1)N(C)C N-((S)-3-(benzo[d][1,3]dioxol-4-yl)-2-(dimethylamino)propyl)-6,7-dihydrothieno[3,2-c]pyridine-5(4H)-carboxamide